1-Hexyl-2-propylpyridinium fluorid [F-].C(CCCCC)[N+]1=C(C=CC=C1)CCC